(3R)-N-[4-(3-cyanophenyl)-5-[2-(hydroxymethyl)-6-methyl-4-pyridyl]thiazol-2-yl]-3-(1-hydroxy-1-methyl-ethyl)pyrrolidine-1-carboxamide C(#N)C=1C=C(C=CC1)C=1N=C(SC1C1=CC(=NC(=C1)C)CO)NC(=O)N1C[C@@H](CC1)C(C)(C)O